F[P-](F)(F)(F)(F)F.N1(N=NC2=C1N=CC=C2)OC(=[N+](C)C)N(C)C (7-aza-1H-benzotriazol-1-yl)-1,1,3,3-tetramethyluronium hexafluorophosphate